5-bromo-4-chloro-2-(4-(pyridin-2-yloxy)piperidin-1-yl)pyridine BrC=1C(=CC(=NC1)N1CCC(CC1)OC1=NC=CC=C1)Cl